SC(CCOCCN1CN(CN(C1)CCOCCC(C)S)CCOCCC(C)S)C 1,3,5-tris(2-(3-sulfanylbutyloxy)ethyl)-1,3,5-triazine